The molecule is a labdane diterpenoid in which the labdane skeleton has double bonds at C-12 and C-14 (the former with Z-stereochemistry) and carries a hydroxy group at position C-8. It has a role as a metabolite. It is a labdane diterpenoid and a tertiary alcohol. C/C(=C/C[C@@H]1[C@]2(CCCC([C@@H]2CC[C@@]1(C)O)(C)C)C)/C=C